OC[C@H]1O[C@@H]([C@@H]([C@H]([C@H]1O)N1N=NC(=C1)C1=CC(=C(C(=C1)F)F)F)OC)CC1=CC(=NO1)C1(CCCC1)OC (2R,3R,4S,5R,6R)-2-(hydroxymethyl)-5-methoxy-6-((3-(1-methoxycyclopentyl)isoxazol-5-yl)methyl)-4-(4-(3,4,5-trifluorophenyl)-1H-1,2,3-triazol-1-yl)tetrahydro-2H-pyran-3-ol